CC1=C(N=NC(=C1)C1=CC=C(C=2C=C(SC21)C)C=2C=NNC2)NC2CC(NC(C2)(C)C)(C)C methyl-6-[2-methyl-4-(1H-pyrazol-4-yl)-1-benzothiophen-7-yl]-N-(2,2,6,6-tetramethylpiperidin-4-yl)pyridazin-3-amine